6-(6-chloro-4-{3,9-diazabicyclo[3.3.1]non-3-yl}-8-fluoro-2-{[(2S)-1-methylpyrrolidin-2-yl]methoxy}quinazolin-7-yl)-4-methyl-5-(trifluoromethyl)pyridin-2-amine ClC=1C=C2C(=NC(=NC2=C(C1C1=C(C(=CC(=N1)N)C)C(F)(F)F)F)OC[C@H]1N(CCC1)C)N1CC2CCCC(C1)N2